CC(C)(C(=O)C1=CC=CC=C1)O 2-Hydroxy-2-methyl-1-propiophenone